26-isopropyl-29,29-dimethyl-10,24,27-trioxo-3,6,28-trioxa-16-thia-9,25-diazatritriacontan-1-oic acid C(C)(C)C(NC(CCCCCCCSCCCCCC(NCCOCCOCC(=O)O)=O)=O)C(OC(CCCC)(C)C)=O